C(C)(C)C1=CC=C(C=C1)N1N=C2C(CNCC3C2=C1CCN3C(=O)OC(C)(C)C)C tert-butyl 2-(4-isopropylphenyl)-9-methyl-2,3,4,5a,6,7,8,9-octahydro-5H-1,2,5,7-tetraazabenzo[cd]azulene-5-carboxylate